[3-[[4-[2-[(2,6-dimethylpyrimidin-4-yl)amino]pyrazolo[1,5-a]pyridin-5-yl]-6-methyl-3-pyridyl]oxymethyl]oxetan-3-yl]methanol CC1=NC(=CC(=N1)NC1=NN2C(C=C(C=C2)C2=C(C=NC(=C2)C)OCC2(COC2)CO)=C1)C